ClC1=NC(=C2N=CN(C2=N1)C(C)C)NCC1=C(C=CC=C1)N1N=C(C=C1)NCC1OCCC1 2-chloro-9-isopropyl-N-(2-(3-(((tetrahydrofuran-2-yl)methyl)amino)-1H-pyrazol-1-yl)benzyl)-9H-purin-6-amine